CC1=C(C2=C(N=N1)SC1=C2N=CN=C1NCC1=C(C=C(C=C1)C(C)(C)O)F)C 2-[4-[[(3,4-dimethylpyrimido[4',5':4,5]thieno[2,3-c]pyridazin-8-yl)amino]methyl]-3-fluoro-phenyl]propan-2-ol